3-(3-(3-aminopropyl)phenoxy)propan-1-ol NCCCC=1C=C(OCCCO)C=CC1